[N+](=O)([O-])C=1C(=NNC1)C1=NC2=C(N1)C=CC=C2 2-(4-nitro-1H-pyrazol-3-yl)-1H-benzimidazole